C(C)(CC)C1=CC=C(C=C1)NC(=O)N1CCN(CC1)S(=O)(=O)C=1C=C(N(C1)C)C(=O)OC methyl 4-((4-((4-(sec-butyl)phenyl)carbamoyl)piperazin-1-yl)sulfonyl)-1-methyl-1H-pyrrole-2-carboxylate